[Pt].C(=C)[Si](O[Si](C)(C)C)(C)C=C divinyltetramethyl-disiloxane platinum (0)